3-[[6-(2,2-difluoroethoxy)-4-[2-(pyrazin-2-ylamino)pyrazolo[1,5-a]pyridin-5-yl]-3-pyridyl]oxy]-2,2-dimethyl-propanenitrile FC(COC1=CC(=C(C=N1)OCC(C#N)(C)C)C1=CC=2N(C=C1)N=C(C2)NC2=NC=CN=C2)F